BrC=1C=C(C=C2C(N(C(=NC12)N1CCOCC1)C)=O)C(F)(F)F 8-bromo-3-methyl-2-morpholino-6-(trifluoromethyl)quinazolin-4-one